ClC1=C2C(=NN=C1C1=CC=CC=C1)N(N=C2C2=CC=CC=C2)CCN2CCNCC2 4-Chloro-3,5-diphenyl-1-(2-(piperazin-1-yl)ethyl)-1H-pyrazolo[3,4-c]pyridazine